C(CCCCCCCC)O[C@H]1CC(O1)=O (R)-4-nonyloxyoxetan-2-one